C(C1CO1)OCCC[Si](C)(C)OC(C)=O γ-glycidoxypropyl-acetoxydimethylsilane